ClC1=C(C=C(C=C1)C=1N=NN(C1)C1C(C(OCC1OC)CO)O)F 4-(4-(4-chloro-3-fluorophenyl)-1H-1,2,3-triazol-1-yl)-2-(hydroxymethyl)-5-methoxytetrahydro-2H-pyran-3-ol